6-{2-[(3-exo)-8-azabicyclo[3.2.1]oct-3-yl-(methyl)amino]-4-fluoro-1,3-benzothiazol-6-yl}-2-methylimidazo[1,2-b]pyridazine-8-carboxamide hydrochloride Cl.C12CC(CC(CC1)N2)N(C=2SC1=C(N2)C(=CC(=C1)C=1C=C(C=2N(N1)C=C(N2)C)C(=O)N)F)C